2-(2,6-Dioxopiperidin-3-yl)-5-fluoro-6-(2,6-diazaspiro[3.3]heptane-2-yl)isoindoline O=C1NC(CCC1N1CC2=CC(=C(C=C2C1)F)N1CC2(C1)CNC2)=O